ClC1=C2C(=NC=NC2=CC=C1NC(\C=C\CN1CCCC1)=O)NC1=CC(=C(C=C1)F)Cl (E)-N-(5-chloro-4-((3-chloro-4-fluorophenyl)amino)quinazolin-6-yl)-4-(pyrrolidin-1-yl)but-2-enamide